N-cyclopropyl-N-(4-((10-((2-(2,6-dioxopiperidin-3-yl)-1,3-dioxoisoindolin-4-yl)amino)decyl)carbamoyl)benzyl)-3-oxo-3,4-dihydro-2H-benzo[b][1,4]oxazine-7-carboxamide C1(CC1)N(C(=O)C=1C=CC2=C(OCC(N2)=O)C1)CC1=CC=C(C=C1)C(NCCCCCCCCCCNC1=C2C(N(C(C2=CC=C1)=O)C1C(NC(CC1)=O)=O)=O)=O